FC(C1=CC=C(C=2CCCCC12)N1CCNCC1)(F)F 1-(4-(trifluoromethyl)-5,6,7,8-tetrahydronaphthalen-1-yl)piperazine